N-(3-(N-(3-(2,6-dioxopiperidin-3-yl)phenyl)sulfamoyl)phenyl)-4-heptylbenzamide O=C1NC(CCC1C=1C=C(C=CC1)NS(=O)(=O)C=1C=C(C=CC1)NC(C1=CC=C(C=C1)CCCCCCC)=O)=O